(S)-2-(6-(3-isopropyl-1H-pyrrolo[2,3-b]pyridin-5-yl)-2-(2-methoxyacetyl)-1,2,3,4-tetrahydroisoquinolin-8-yl)pyrrolidine-1-carboxylic acid tert-butyl ester C(C)(C)(C)OC(=O)N1[C@@H](CCC1)C=1C=C(C=C2CCN(CC12)C(COC)=O)C=1C=C2C(=NC1)NC=C2C(C)C